5-(5,9-Diphenyl-5,9-dihydro-5,9-diaza-13b-boranaphtho[3,2,1-de]anthracen-7-yl)-10,15-dimethyl-10,15-dihydro-5H-diindolo[3,2-a:3',2'-c]carbazole C1(=CC=CC=C1)N1C=2C=CC=CC2B2C3=C1C=C(C=C3N(C=3C=CC=CC23)C2=CC=CC=C2)N2C=3C=CC=CC3C=3C2=C2C(=C1C=4C=CC=CC4N(C31)C)N(C=3C=CC=CC32)C